C1(=C(C=CC=C1)C=1OC(=CN1)C=O)C 2-(o-tolyl)oxazole-5-carbaldehyde